(6-hydroxyquinolin-8-yl)boronic acid OC=1C=C2C=CC=NC2=C(C1)B(O)O